6-((((S)-1-cyclobutylethyl)amino)methyl)-N-(3-((1s,3R)-3-methyl-1-(4-methyl-4H-1,2,4-triazol-3-yl)cyclobutyl)phenyl)imidazo[1,2-a]pyridine-8-carboxamide C1(CCC1)[C@H](C)NCC=1C=C(C=2N(C1)C=CN2)C(=O)NC2=CC(=CC=C2)C2(CC(C2)C)C2=NN=CN2C